L-Prolinal N1[C@@H](CCC1)C=O